BrC=1C=C(\C=C/2\C(CCCCC2)=O)C=CC1 2-(E)-(3-bromobenzylidene)-1-cycloheptanone